FC1=C2C(C=C(NC2=CC(=C1C#C[C@@H](C)O)F)C=1C=C(C#N)C=CC1S(=O)(=O)C)=O (R)-3-(5,7-Difluoro-6-(3-hydroxybut-1-yn-1-yl)-4-oxo-1,4-dihydroquinolin-2-yl)-4-(methylsulfonyl)benzonitrile